(S)-1-Methanesulfonyl-4-oxiranylmethylpiperazine CS(=O)(=O)N1CCN(CC1)C[C@@H]1OC1